8-((4-(Difluoromethoxy)phenyl)sulfonyl)-2-(tetrahydro-2H-pyran-4-yl)-2,8-diazaspiro[4.5]decane FC(OC1=CC=C(C=C1)S(=O)(=O)N1CCC2(CCN(C2)C2CCOCC2)CC1)F